Cl.Cl.NCCN1C=NC(=C1)C1=CC=C(C(=N1)OC)NC(=O)C=1C(=NOC1C)C1=CC=CC=C1 (6-(1-(2-aminoethyl)-1H-imidazol-4-yl)-2-methoxypyridin-3-yl)-5-methyl-3-phenylisoxazole-4-carboxamide dihydrochloride